1,3-dimethyl-imidazole bis(trifluoromethanesulfonimide) salt [N-](S(=O)(=O)C(F)(F)F)S(=O)(=O)C(F)(F)F.[N-](S(=O)(=O)C(F)(F)F)S(=O)(=O)C(F)(F)F.CN1CN(C=C1)C